3-(2,6-difluoro-4-(3-((4-(spiro[3.3]heptan-2-yl)pyridin-2-yl)amino)azetidin-1-yl)phenyl)piperidine-2,6-dione FC1=C(C(=CC(=C1)N1CC(C1)NC1=NC=CC(=C1)C1CC2(C1)CCC2)F)C2C(NC(CC2)=O)=O